CC(C(=O)OCC)(C)C1=CC=CC=C1 ethyl α,α-dimethylphenylacetate